CN1CCC2=C(CC1)C(C1=CC=CC=C1C2=O)=O 3-methyl-2,3,4,5-tetrahydro-1H-naphtho[2,3-d]azepine-6,11-dione